F[C@@H]1[C@@H](CN(C1)C1=NOC(C1)C1=NC=C(C=C1C1=C(C=C(C=C1F)F)F)F)NS(=O)(=O)C N-[(3R,4S)-4-fluoro-1-{5-[5-fluoro-3-(2,4,6-trifluorophenyl)pyridin-2-yl]-4,5-dihydro-1,2-oxazol-3-yl}pyrrolidin-3-yl]methanesulfonamide